dimethylsilyl-bis(2,5-dimethyl-4-(2-methylphenyl)-1-indenyl)zirconium dichloride [Cl-].[Cl-].C[SiH](C)[Zr+2](C1C(=CC2=C(C(=CC=C12)C)C1=C(C=CC=C1)C)C)C1C(=CC2=C(C(=CC=C12)C)C1=C(C=CC=C1)C)C